(S)-2-cyclopentyl-N-(((S)-1-isopropylpyrrolidin-2-yl)methyl)-10-methyl-1-oxo-1,2,3,4-tetrahydropyrazino[1,2-a]indole-4-carboxamide C1(CCCC1)N1C(C=2N(C=3C=CC=CC3C2C)[C@@H](C1)C(=O)NC[C@H]1N(CCC1)C(C)C)=O